6'-(2-bromo-1,2-difluorocyclopropyl)-2'-(4-methoxybenzyl)-2',3'-dihydro-1'H-spiro[cyclopropane-1,4'-isoquinolin]-1'-one BrC1(C(C1)(F)C=1C=C2C3(CN(C(C2=CC1)=O)CC1=CC=C(C=C1)OC)CC3)F